C1(CCCCCC1)CC=1NC(N(N1)CC(F)(F)F)=O 5-(cycloheptylmethyl)-2-(2,2,2-trifluoroethyl)-2,4-dihydro-3H-1,2,4-triazol-3-one